2-((5-fluoro-7-(4-hydroxy-3-isopropylbenzyl)-2,3-dihydro-1H-inden-4-yl)oxy)acetic acid FC=1C(=C2CCCC2=C(C1)CC1=CC(=C(C=C1)O)C(C)C)OCC(=O)O